S(=O)(OCF)OCC(F)(F)F (fluoromethyl) (2,2,2-trifluoroethyl) sulfite